(+/-)-trans-methyl 3-((2-chloro-6-(5-nitrofuran-2-yl) pyrimidin-4-yl)amino)bicyclo[2.2.2]octane-2-carboxylate ClC1=NC(=CC(=N1)NC1C(C2CCC1CC2)C(=O)OC)C=2OC(=CC2)[N+](=O)[O-]